7-((3-fluoropyridin-2-yl)(morpholino)methyl)isoquinolin-8-ol FC=1C(=NC=CC1)C(C1=CC=C2C=CN=CC2=C1O)N1CCOCC1